4-(3,5-Difluoropyridin-2-yl)-6,7,8,9-tetrahydro-5H-6,9-epoxycyclohepta[b]Pyridine-2-Carboxylic acid ethyl ester C(C)OC(=O)C1=CC(=C2C(=N1)C1CCC(C2)O1)C1=NC=C(C=C1F)F